DIHYDROPYRIDO[2,3-D]PYRIMIDINONE N1C(NCC2=C1N=CC=C2)=O